pentaerythritol tetrakis(3-(3,5-bis(1,1-dimethylethyl)-4-hydroxyphenyl) propionate) CC(C)(C)C=1C=C(C=C(C1O)C(C)(C)C)CCC(=O)OCC(COC(CCC1=CC(=C(C(=C1)C(C)(C)C)O)C(C)(C)C)=O)(COC(CCC1=CC(=C(C(=C1)C(C)(C)C)O)C(C)(C)C)=O)COC(CCC1=CC(=C(C(=C1)C(C)(C)C)O)C(C)(C)C)=O